2-(1-(3-chloro-4-cyanophenyl)-1H-pyrazol-3-yl)-N-(4-fluorophenyl)acetamide ClC=1C=C(C=CC1C#N)N1N=C(C=C1)CC(=O)NC1=CC=C(C=C1)F